NC1=NC=C(C=C1O[C@H](C)C=1C=C(C=CC1)NC(C1=CC(=CC=C1)C1CCC1)=O)Cl (R)-N-(3-(1-((2-amino-5-chloropyridin-3-yl)oxy)ethyl)phenyl)-3-cyclobutylbenzamide